N-(2-(2-(2-amino-2-oxoethoxy)ethyl)-6-morpholino-2H-indazol-5-yl)isophthalamide NC(COCCN1N=C2C=C(C(=CC2=C1)NC(C1=CC(C(=O)N)=CC=C1)=O)N1CCOCC1)=O